(R)-2-(3-fluoro-2-methoxy-5-((R)-1-methoxypropan-2-yl)phenyl)-2-((R)-3-(methyl(5-(5,6,7,8-tetrahydro-1,8-naphthyridin-2-yl)pentyl)amino)pyrrolidin-1-yl)acetic acid FC=1C(=C(C=C(C1)[C@H](COC)C)[C@H](C(=O)O)N1C[C@@H](CC1)N(CCCCCC1=NC=2NCCCC2C=C1)C)OC